C1(CC1)C1=C(C(=NO1)C1=C(C=CC=C1Cl)Cl)CO[C@@H]1[C@H]2CN([C@@H](C1)C2)C=2SC1=C(N2)C(=CC(=C1)C(=O)OC)OC |r| methyl 2-((1RS,4RS,5SR)-5-((5-cyclopropyl-3-(2,6-dichlorophenyl) isoxazol-4-yl)methoxy)-2-azabicyclo[2.2.1]heptan-2-yl)-4-methoxybenzo[d]thiazole-6-carboxylate